C[Si](CCC)(C)Cl dimethyl-propyl-silyl chloride